ClC=1C(N(N=CC1NCC1COCCC1)[C@@H]1CC[C@H](CC1)C(=O)C=1C(=NC(=CC1)F)C)=O trans-4-chloro-2-[4-(6-fluoro-2-methyl-pyridine-3-carbonyl)cyclohexyl]-5-(tetrahydropyran-3-ylmethylamino)pyridazin-3-one